[6-(3-cyclopropyl-1H-1,2,4-triazol-5-yl)-2-azaspiro[3.3]heptan-2-yl]-[6-[[4-(trifluoromethyl)thiazol-2-yl]methyl]-2,6-diazaspiro[3.3]heptan-2-yl]methanone C1(CC1)C1=NNC(=N1)C1CC2(CN(C2)C(=O)N2CC3(C2)CN(C3)CC=3SC=C(N3)C(F)(F)F)C1